C(C)C1=NN=C(O1)C1=C(NC2=CC=C(C=C2)C(F)(F)F)C=CC=C1 2-(5-ethyl-1,3,4-oxadiazol-2-yl)-N-(4-(trifluoromethyl)phenyl)aniline